NC[C@H](F)C=1C=CC(=NC1)C1=C(C=C(C#N)C=C1)OC1=CC(=NC(=C1)N1CCOCC1)C 4-[5-[(1R)-2-amino-1-fluoroethyl]pyridin-2-yl]-3-(2-methyl-6-morpholin-4-ylpyridin-4-yl)oxybenzonitrile